6-fluoro-7-(1-methyl-1H-pyrazol-5-yl)-3-oxo-3,4-dihydrospiro[benzo[b][1,4]oxazine-2,1'-cyclopropane]-8-nitrile FC1=CC2=C(OC3(CC3)C(N2)=O)C(=C1C1=CC=NN1C)C#N